N-[[6-(4-Cyanophenoxy)-2-pyridyl]sulfonyl]-2-(2,2,4-trimethylpyrrolidin-1-yl)pyridin-3-carboxamid C(#N)C1=CC=C(OC2=CC=CC(=N2)S(=O)(=O)NC(=O)C=2C(=NC=CC2)N2C(CC(C2)C)(C)C)C=C1